4,5-dimethylhexa-1,5-diene CC(CC=C)C(=C)C